(2R,4S)-N-((S)-1-(((6-amino-2-methylpyridin-3-yl)methyl)amino)-1-oxopropan-2-yl)-4-(benzo[c][1,2,5]oxadiazol-5-ylmethyl)pyrrolidine-2-carboxamide di-trifluoroacetate FC(C(=O)O)(F)F.FC(C(=O)O)(F)F.NC1=CC=C(C(=N1)C)CNC([C@H](C)NC(=O)[C@@H]1NC[C@H](C1)CC1=CC=2C(=NON2)C=C1)=O